C(C)C1=C(C(=NN1)O[C@H]1[C@H](O)[C@@H](O)[C@H](O)[C@H](O1)CO)CC1=CC=C(C=C1)SC 5-ethyl-3-(β-D-glucopyranosyloxy)-4-[(4-methylthiophenyl)methyl]-1H-pyrazole